ClC=1C=CC(=NC1[Sn](C)(C)C)N1C[C@@H](N([C@@H](C1)C)C(=O)OC(C)(C)C)C tert-butyl (2S,6R)-4-(5-chloro-6-trimethylstannyl-2-pyridyl)-2,6-dimethyl-piperazine-1-carboxylate